FC(OC1=CC=C(C=C1)C12CN(CC2C1)C(=O)C1CC2(C1)NC(OC2)=O)(F)F (rac)-(2s,4s)-2-(1-(4-(Trifluoromethoxy)phenyl)-3-azabicyclo[3.1.0]hexan-3-carbonyl)-7-oxa-5-azaspiro[3.4]octan-6-on